N(O)=CC(=O)C1=CC=CC=C1 alpha-oximinoacetophenone